4-(2,5-Diazabicyclo[2.2.2]octan-2-yl)-7-(7,8-difluoro-3-hydroxynaphthalen-1-yl)-2-((tetrahydro-1H-pyrrolizin-7a(5H)-yl)methoxy)pyrimido[4,5-d]pyridazin-8(7H)-one C12N(CC(NC1)CC2)C2=NC(=NC=1C(N(N=CC12)C1=CC(=CC2=CC=C(C(=C12)F)F)O)=O)OCC12CCCN2CCC1